O=C1NC[C@H](N1)C(=O)N[C@H](C=1N=C(SC1)C(F)(F)F)C=1C=NC(=CC1)C(F)(F)F (S)-2-oxo-N-((S)-(6-(trifluoromethyl)pyridin-3-yl)(2-(trifluoromethyl)thiazol-4-yl)methyl)imidazolidine-4-carboxamide